C1(CCCCC1)CCC(=O)OC 3-cyclohexyl-1-methoxy-1-oxopropan